hydroxy-N-((S)-1-(4-(4-methylthiazol-5-yl)phenyl)ethyl)pyrrolidine OC1N(CCC1)[C@@H](C)C1=CC=C(C=C1)C1=C(N=CS1)C